C(C)OC(=O)C1=CC=C(C(=O)NC2=C(C=C(C=C2)[NH3+])C)C=C1 [4-[(4-ethoxycarbonylbenzoyl)amino]-3-methylphenyl]ammonium